(3aR,5r,6aS)-5-(5-chloro-1H-indazol-7-yl)-2-(methylsulfonyl)octa-hydrocyclopenta[c]pyrrol-5-ol ClC=1C=C2C=NNC2=C(C1)C1(C[C@@H]2[C@@H](CN(C2)S(=O)(=O)C)C1)O